COC=1C=CC=NC1 5-methoxy-pyridine